2-bromo-9,10-bis(4-methylbenzoyloxy)anthracene BrC1=CC2=C(C3=CC=CC=C3C(=C2C=C1)OC(C1=CC=C(C=C1)C)=O)OC(C1=CC=C(C=C1)C)=O